(R)-propanesulfonate C(CC)S(=O)(=O)[O-]